N-methyl-N-(5-nitro-3-trifluoromethylpyridin-2-yl)-tetrahydro-2H-thiopyran-4-carboxamide 1,1-dioxide CN(C(=O)C1CCS(CC1)(=O)=O)C1=NC=C(C=C1C(F)(F)F)[N+](=O)[O-]